ClC1=CC=C(S1)CNC1=C(C(=NN1C(=O)C=1C=C(C(=O)O)C=CC1)C1N(C(C1)=O)C(N(C)C)=O)C#N 3-(5-{[(5-chlorothiophen-2-yl)methyl]amino}-4-cyano-3-[1-(dimethylcarbamoyl)-4-oxoazetidin-2-yl]-1H-pyrazole-1-carbonyl)benzoic acid